OC1=CC=C2C=C(C(OC2=C1)=O)C(=O)[O-] 7-hydroxy-2-oxo-2H-chromene-3-carboxylate